ClC1=CC2=C(N=N1)C(=NC(N2CC2=C(C=C(C=C2)OC)OC)=O)N2C[C@@]1(CC[C@H](C2)N1C(=O)OC(C)(C)C)C tert-butyl (1S,5R)-3-(3-chloro-5-(2,4-dimethoxybenzyl)-6-oxo-5,6-dihydropyrimido[5,4-c]pyridazin-8-yl)-1-methyl-3,8-diazabicyclo[3.2.1]octane-8-carboxylate